FC=1C(=NC=CC1CC=1C(=C(C=NC1)NC1=NC=CC=N1)C)NS(NC)(=O)=O N-[5-[[3-fluoro-2-(methylsulfamoylamino)-4-pyridyl]methyl]-4-methyl-3-pyridyl]pyrimidin-2-amine